methyl N-Boc-vinylglycinate C(=O)(OC(C)(C)C)N(CC(=O)OC)C=C